thiodiethylenebis[3-(3,5-di(tert-butyl)-4-hydroxyphenyl) propionate] S(CCC(C(=O)[O-])CC1=CC(=C(C(=C1)C(C)(C)C)O)C(C)(C)C)CCC(C(=O)[O-])CC1=CC(=C(C(=C1)C(C)(C)C)O)C(C)(C)C